dodecenyl-trimethoxysilane C(=CCCCCCCCCCC)[Si](OC)(OC)OC